ClC1=CC(=C(C=C1)N(S(=O)(=O)C=1C=CC2=C(C(=C(O2)C(=O)O)C)C1)CC)CN(CC=1N(C=CC1)C)C(C1=C(C=CC=C1)Cl)=O 5-(N-(4-chloro-2-((2-chloro-N-((1-methyl-1H-pyrrol-2-yl)methyl)benzoylamino)methyl)phenyl)-N-Ethylsulfamoyl)-3-methylbenzofuran-2-carboxylic acid